1-(4-chloro-3-(trifluoromethyl)phenyl)-3-(2-chloro-4-hydroxyphenyl)urea ClC1=C(C=C(C=C1)NC(=O)NC1=C(C=C(C=C1)O)Cl)C(F)(F)F